C(=O)(O)CCSC(=S)SC(C(=O)O)C 2-{[(2-carboxyethyl)thiothiocarbonyl]thio}propanoic acid